N1,N1'-([1,1'-biphenyl]-3,5-diylbis(methylene))bis(N3-(3-((3-aminopropyl)amino)propyl)propane-1,3-diamine), hydrochloride salt Cl.C1(=CC(=CC(=C1)CNCCCNCCCNCCCN)CNCCCNCCCNCCCN)C1=CC=CC=C1